2-Cyclopropyl-N-(6-(difluoromethyl)pyridin-2-yl)-7-((tetrahydro-2H-pyran-4-yl)oxy)imidazo[1,2-a]pyridine-6-carboxamide C1(CC1)C=1N=C2N(C=C(C(=C2)OC2CCOCC2)C(=O)NC2=NC(=CC=C2)C(F)F)C1